ClC1=CC=C2C(=N1)NC=C2S(=O)(=O)NC2=CC=C(C1=NSN=C12)F 6-chloro-N-(7-fluoro-2,1,3-benzothiadiazol-4-yl)-1H-pyrrolo[2,3-b]pyridine-3-sulfonamide